N-[5-(4-tert-butylphenyl)-1,3,4-thiadiazol-2-yl]-N-ethylpyridine-3-carboxamide C(C)(C)(C)C1=CC=C(C=C1)C1=NN=C(S1)N(C(=O)C=1C=NC=CC1)CC